CC1CN(CCN1C)C1=CC=CC=2N(C=NC21)C(=O)NCCC(C)C 4-(3,4-Dimethylpiperazin-1-yl)-N-iso-pentyl-1H-benzo[d]imidazole-1-carboxamide